2-cyclopropyl-N-[6-(4-methylpiperazin-1-yl)-2-(trifluoromethyl)pyridin-3-yl]pyrimidine-5-carboxamide C1(CC1)C1=NC=C(C=N1)C(=O)NC=1C(=NC(=CC1)N1CCN(CC1)C)C(F)(F)F